5-(hydroxymethyl)-6,7-dihydro-5H-pyrazolo[5,1-b][1,3]Oxazine-3-carboxamide OCC1CCN2C(O1)=C(C=N2)C(=O)N